C1(C=CC(N1C(CN1C(CCC1=O)=O)C)=O)=O N-beta-maleimidopropyl-succinimide